ClC=1C=2N(C=CC1SC=1N=CC(=NC1)N1CCC3([C@@H](C=4N(N=CC4)C3)N)CC1)C=C(N2)C (S)-1-(5-((8-chloro-2-methylimidazo[1,2-a]pyridin-7-yl)thio)pyrazin-2-yl)-4'H,6'H-spiro[piperidine-4,5'-pyrrolo[1,2-b]pyrazol]-4'-amine